NC1=NC=C(C2=C1C=NN2)NC(C(=O)N2C(CCC(C2)C)C2=CC=NC=C2)=O N-(4-amino-1H-pyrazolo[4,3-c]pyridin-7-yl)-2-(5-methyl-2-(pyridin-4-yl)piperidin-1-yl)-2-oxoacetamide